2-carboxystearylaminophenyliminonaphthoquinone C(=O)(O)C(CNC1C(C(C2=CC=CC=C2C1=O)=O)=NC1=CC=CC=C1)CCCCCCCCCCCCCCCC